CN1CC(CCC1)=O 1-methylpiperidin-3-one